2,4-bis[(dodecyl)methyl]-o-cresol C(CCCCCCCCCCC)CC1(CC(=CC=C1O)CCCCCCCCCCCCC)C